FS(C1=CC=C(C=C1)N1C=CC2=CC(=CC=C12)NC(C=C)=O)(F)(F)(F)F N-(1-(4-(pentafluoro-lambda6-sulfanyl)phenyl)-1H-indol-5-yl)acrylamide